FC(C(=O)O)(F)F.FC1=CC=C(C=C1)C=1C=NOC1CN(CCN)C N1-((4-(4-fluorophenyl)isoxazol-5-yl)methyl)-N1-methylethane-1,2-diamine trifluoroacetate